N2,N4-bis((R)-1-cyclopropylethyl)-6-(6-vinylpyridin-2-yl)-1,3,5-triazine-2,4-diamine C1(CC1)[C@@H](C)NC1=NC(=NC(=N1)N[C@H](C)C1CC1)C1=NC(=CC=C1)C=C